C(C)(=O)OC1=CC=C(C=C1)[C@@H]1[C@H](C(N1C1=CC=C(C=C1)OC)=O)CC[C@H](C1=CC=CC=C1)O 4(S)-[4-(acetoxy)phenyl]-3(R)-(3(R)-hydroxy-3-phenylpropyl)-1-(4-methoxyphenyl)-2-azetidinone